2-(7-((2S,5R)-4-(chroman-4-yl)-2,5-diethylpiperazin-1-yl)-4-methyl-5-oxo-4,5-dihydro-2H-pyrazolo[4,3-b]pyridin-2-yl)acetonitrile O1CCC(C2=CC=CC=C12)N1C[C@@H](N(C[C@H]1CC)C=1C=2C(N(C(C1)=O)C)=CN(N2)CC#N)CC